FC=1C=NN2C1C(=CC=C2C#N)F 3,4-Difluoropyrazolo[1,5-a]pyridine-7-carbonitrile